(12aR)-12-[bis(4-fluorophenyl)methyl]-3,4,12,12a-tetrahydro-1H-[1,4]oxazino[3,4-c]pyrido[2,1-f][1,2,4]triazine-6,8-dione FC1=CC=C(C=C1)C(N1N2C(C(N3[C@H]1COCC3)=O)=CC(C=C2)=O)C2=CC=C(C=C2)F